[(1R,4R,7R)-7-amino-2-azabicyclo[2.2.1]heptan-2-yl]-[2-(11-ethyl-1,9-diazatricyclo[6.3.1.04,12]dodeca-2,4,6,8(12)-tetraen-2-yl)-4-fluoro-3-methyl-pyrazolo[1,5-a]pyridin-6-yl]methanone N[C@H]1[C@@H]2N(C[C@H]1CC2)C(=O)C=2C=C(C=1N(C2)N=C(C1C)C=1N2C(CNC=3C=CC=C(C1)C23)CC)F